2-ethyl (1S,2S,5R)-3-((5-(4-fluorophenoxy)pyridin-2-yl)sulfonyl)-3,8-diazabicyclo[3.2.1]octane-2,8-dicarboxylate FC1=CC=C(OC=2C=CC(=NC2)S(=O)(=O)N2[C@@H]([C@@H]3CC[C@H](C2)N3C(=O)[O-])C(=O)OCC)C=C1